(2R,4S)-N-((S)-1-(((1H-pyrrolo[3,2-c]pyridin-2-yl)methyl)amino)-1-oxoprop-2-yl)-4-phenylpiperidine-2-carboxamide bis-trifluoroacetate FC(C(=O)O)(F)F.FC(C(=O)O)(F)F.N1C(=CC=2C=NC=CC21)CNC([C@H](C)NC(=O)[C@@H]2NCC[C@@H](C2)C2=CC=CC=C2)=O